1,5-dimethyl-4-(4,4,5,5-tetramethyl-1,3,2-dioxaborolan-2-yl)-1H-pyrazole CN1N=CC(=C1C)B1OC(C(O1)(C)C)(C)C